1-Methyl-N-(3-(quinolin-6-yl)-1H-pyrrolo[2,3-b]pyridin-6-yl)piperidine-4-carboxamide CN1CCC(CC1)C(=O)NC1=CC=C2C(=N1)NC=C2C=2C=C1C=CC=NC1=CC2